6-Fluoro-7-methoxy-9-(2-(4-methoxypiperidin-1-yl)ethyl)-1-(trifluoromethyl)-9H-pyrido[3,4-b]indole Hydrochloride Salt Cl.FC=1C=C2C3=C(N(C2=CC1OC)CCN1CCC(CC1)OC)C(=NC=C3)C(F)(F)F